tert-Butyl ((1R,3R)-3-((4-methoxybenzyl)(6-vinyl-6,7-dihydrospiro[cyclopenta[d]pyrazolo[1,5-a]pyrimidine-5,1'-cyclopropane]-8-yl)amino)cyclobutyl)carbamate COC1=CC=C(CN(C2CC(C2)NC(OC(C)(C)C)=O)C2=C3C(=NC=4N2N=CC4)C4(CC4)C(C3)C=C)C=C1